3-(3-(4-((1H-pyrazol-1-yl)methyl)benzyl)isoxazol-5-yl)pyridin-2-amine N1(N=CC=C1)CC1=CC=C(CC2=NOC(=C2)C=2C(=NC=CC2)N)C=C1